4-amino-7-bromopyrrolo[2,1-f][1,2,4]triazine NC1=NC=NN2C1=CC=C2Br